(S)-(6,7-dichloro-9-methoxy-1-methyl-1,3,4,5-tetrahydro-2H-pyrrolo[3,2-c:4,5-c']dipyridin-2-yl)(5-methoxypyrimidin-2-yl)methanone ClC1=C2C(=C(N=C1Cl)OC)C=1[C@@H](N(CCC1N2)C(=O)C2=NC=C(C=N2)OC)C